Cl.CN(C=1SC2=C(N1)SC(=N2)C2=NC=C(C=C2O)C2=CN=C(S2)C)C2CCNCC2 2-{5-[methyl(piperidin-4-yl)amino][1,3]thiazolo[5,4-d][1,3]thiazol-2-yl}-5-(2-methyl-1,3-thiazol-5-yl)pyridin-3-ol hydrochloride